Cl.NC/C(/CN1N=CN(C1=O)CC1=CC=C(S1)C1=CC=C(C=C1)S(=O)(=O)N(C)C)=C\F 4-[5-(1-[(2E)-2-(aminomethyl)-3-fluoroprop-2-en-1-yl]-5-oxo-1,5-dihydro-4H-1,2,4-triazol-4-ylmethyl)thiophen-2-yl]-N,N-dimethylbenzenesulfonamide hydrochloride